C(C)(=O)NC1=COC(=C1)C(C)=O 3-acetamido-5-acetyl-furan